(2S,4R)-4-((4-bromo-2-((2R,6S)-2,6-dimethylmorpholin-4-carbonyl)-6-nitrophenyl)amino)-1-(5-(methylamino)nicotinoyl)-N-(6-(trifluoromethyl)pyrimidin-4-yl)pyrrolidine-2-formamide BrC1=CC(=C(C(=C1)[N+](=O)[O-])N[C@@H]1C[C@H](N(C1)C(C1=CN=CC(=C1)NC)=O)C(=O)NC1=NC=NC(=C1)C(F)(F)F)C(=O)N1C[C@H](O[C@H](C1)C)C